N1CN=C2NCNC2=C1 7,9-dihydro-1H-purine